4-(piperidin-4-yl)phenol hydrochloride Cl.N1CCC(CC1)C1=CC=C(C=C1)O